(1R,3S,5R)-3-Benzyl 2-tert-Butyl 5-(Pent-4-en-1-yl)-2-azabicyclo[3.1.0]hexane-2,3-dicarboxylate C(CCC=C)[C@]12C[C@H](N([C@@H]2C1)C(=O)OC(C)(C)C)C(=O)OCC1=CC=CC=C1